COC1CSC2N1C1=CC(=CC=C1C=C2)\C=C\C2=C(C=CC=C2)OC (E)-1-methoxy-8-(2-methoxystyryl)-1,2-dihydrothiazolo[3,2-a]quinoline